1-(4-bromo-2,6-difluorobenzyl)-8-methoxy-2-oxo-1,2-dihydropyrazino[2,3-c][1,8]naphthyridine-3-carboxylic acid BrC1=CC(=C(CN2C(C(=NC=3C=NC=4N=C(C=CC4C32)OC)C(=O)O)=O)C(=C1)F)F